N-{2-[(2R)-1-methylpiperidin-2-yl]-1-{[2-(trimethylsilyl)ethoxy]methyl}pyrrolo[3,2-c]pyridin-6-yl}-4-[1-(oxan-2-yl)pyrazol-4-yl]benzamide CN1[C@H](CCCC1)C1=CC=2C=NC(=CC2N1COCC[Si](C)(C)C)NC(C1=CC=C(C=C1)C=1C=NN(C1)C1OCCCC1)=O